CS(=O)(=O)C=1C=C2C(=NC1NC(C(C)(C)C)=O)NC=C2 N-(5-(methylsulfonyl)-1H-pyrrolo[2,3-b]pyridin-6-yl)trimethylacetamide